O1C(=CC=C1)C=1C=C(C=CC1)C1=CN=C2N1N=C(C=C2)NC2CCC(CC2)C(C)C 2-((1r,4r)-4-((3-(3-(furan-2-yl)phenyl)imidazo[1,2-b]pyridazin-6-yl)amino)cyclohexyl)propan